2-(4-(((6-(Cyclopropyl(4-(trifluoromethyl)benzyl)amino)-5-fluoropyrimidin-4-yl)amino)methyl)-4-(1H-1,2,4-triazol-3-yl)piperidin-1-yl)acetamide C1(CC1)N(C1=C(C(=NC=N1)NCC1(CCN(CC1)CC(=O)N)C1=NNC=N1)F)CC1=CC=C(C=C1)C(F)(F)F